FC=1C=C(C=C(C1OCC1=NN=CN1C(C1=CC=CC=C1)(C1=CC=CC=C1)C1=CC=CC=C1)OC)C1=CC(=CC=2N(C(N(C21)C)=O)CC(=O)NC2=CC=C(C=C2)F)OC(F)(F)F 2-(4-(3-fluoro-5-methoxy-4-((4-trityl-4H-1,2,4-triazol-3-yl)methoxy)phenyl)-3-methyl-2-oxo-6-(trifluoromethoxy)-2,3-dihydro-1H-benzo[d]imidazol-1-yl)-N-(4-fluorophenyl)acetamide